2-(2-(cyclopropylmethyl)-1-(3-fluoro-4-sulfamoylbenzyl)-5-(3'-fluoro-[1,1'-biphenyl]-3-yl)-1H-pyrrol-3-yl)oxazole-4-carboxylic acid C1(CC1)CC=1N(C(=CC1C=1OC=C(N1)C(=O)O)C=1C=C(C=CC1)C1=CC(=CC=C1)F)CC1=CC(=C(C=C1)S(N)(=O)=O)F